NC1=C(C2=C(S1)C(=CC=C2C2=C1C=NN3C1=C(C=C2F)C(N2[C@H](CC3)CN[C@@H](C2)C)=O)F)C#N 2-Amino-7-fluoro-4-((8aR,11R)-2-fluoro-11-methyl-14-oxo-8,8a,9,10,11,12-hexahydro-7H,14H-pyrazino[1',2':5,6][1,5]diazocino[3,2,1-hi]indazol-3-yl)-benzo[b]thiophene-3-carbonitrile